methacrylamide, lithium salt [Li+].C(C(=C)C)(=O)[NH-]